3,5-bis(tricyclo[5.2.1.02,6]decan-8-yl)anisole C12C3CCCC3C(C(C1)C=1C=C(C=C(C1)C1C3C4CCCC4C(C1)C3)OC)C2